CC1CC[C@]23C=4C=C(C=CC4C[C@H]([C@@H]2C1)NCC3)O (-)-l-7-methyl-3-morphinanol